α,α-bis(4-hydroxyphenyl)-α-methyltoluene OC1=CC=C(C=C1)C(C1=CC=CC=C1)(C)C1=CC=C(C=C1)O